6-(3-fluoro-5-methyl-2-pyridyl)-8-methoxy-N-[(1R)-1-(5-methyl-1,2,4-oxadiazol-3-yl)ethyl]quinazolin-4-amine FC=1C(=NC=C(C1)C)C=1C=C2C(=NC=NC2=C(C1)OC)N[C@H](C)C1=NOC(=N1)C